9-bromo-16beta-methyl-pregna-1,4-dien-11-one Br[C@@]12[C@]3(C=CCC=C3CC[C@H]1[C@@H]1C[C@@H]([C@H](CC)[C@]1(CC2=O)C)C)C